CCCCCCCCC(CCCCCCCC)OC(CCCCN(CCCCCC(=O)OCCCCC)CCO)=O Pentyl 6-{[5-(heptadecan-9-yloxy)-5-oxopentyl](2-hydroxyethyl)amino}hexanoate